methyl (2S,4R)-1-[(2S)-2-(tert-butoxycarbonylamino)-3,3-dimethyl-butanoyl]-4-hydroxy-pyrrolidine-2-carboxylate C(C)(C)(C)OC(=O)N[C@H](C(=O)N1[C@@H](C[C@H](C1)O)C(=O)OC)C(C)(C)C